C[C@@H](C(=O)N[C@@H](C)C(=O)N[C@@H](C)C(=O)O)N The molecule is a tripeptide composed of three L-alanine units joined by peptide linkages. It has a role as a metabolite. It derives from a L-alanine.